BrC1=C(C=CC=C1)C1=NC(=C(N=C1C1=CC=CC=C1)C1=CC=CC=C1)C1=CC=CC=C1 2-(2-bromophenyl)-3,5,6-triphenylpyrazine